O=C1NC(CCC1N1C(C2=CC=C(C=C2C1=O)N1CCNCC1)=O)=O 2-(2,6-dioxo-piperidin-3-yl)-5-(piperazin-1-yl)isoindole-1,3-dione